C(C)OC=1C=C(C=O)C=CC1C(C(C)C)=O 3-ethoxy-4-isobutyryl-benzaldehyde